2-(5-(2-ethoxyvinyl)-3-isopropyl-2-oxopyrazin-1(2H)-yl)-4-methylpentanoic acid methyl ester COC(C(CC(C)C)N1C(C(=NC(=C1)C=COCC)C(C)C)=O)=O